C(C)(C)NC(=O)C1=NN2C(CN(CCCC2)C(=O)OC(C)(C)C)=C1 tert-butyl 2-(isopropylcarbamoyl)-6,7,8,9-tetrahydropyrazolo[1,5-a][1,4]diazocine-5(4H)-carboxylate